2-[[4-[6-[(4-Cyano-2-fluoro-phenyl)methoxy]-2-pyridinyl]-3-methyl-phenyl]methyl]-3-[[(2S)-oxetan-2-yl]methyl]benzimidazole-5-carboxylic acid C(#N)C1=CC(=C(C=C1)COC1=CC=CC(=N1)C1=C(C=C(C=C1)CC=1N(C2=C(N1)C=CC(=C2)C(=O)O)C[C@H]2OCC2)C)F